OC(CC[Na])CCCCCCCC 3-hydroxyundecyl-sodium